2-(3-Fluorophenylmethyl)-4-hydroxy-9H-pyrido[2',3':4,5]pyrrolo[2,3-d]pyrimidine-7-carboxylic acid methyl ester COC(=O)C1=CC2=C(C3=C(N=C(N=C3O)CC3=CC(=CC=C3)F)N2)N=C1